chloro-2',3'-dihydro-spiro[cyclopropane-1,4'-pyrido[2,3-b][1,4,5]oxathiazepine]-1',1'-dioxide ClN1S(C2=C(OC3(C1)CC3)N=CC=C2)(=O)=O